BrC1=C(C=C(OC[C@H](CC2CCN(CC2)CC(=O)OCC)C)C=C1)C(F)(F)F ethyl (S)-2-(4-(3-(4-bromo-3-(trifluoromethyl)phenoxy)-2-methylpropyl)piperidin-1-yl)acetate